C(C)(C)N(CCNC(=O)C1=CC=C(C=C1)NC(=O)C1=NN2C(N=CC=C2C2=CC(=C(C=C2)OC)OC)=C1)C(C)C N-(4-((2-(diisopropylamino)ethyl)carbamoyl)phenyl)-7-(3,4-dimethoxyphenyl)pyrazolo[1,5-a]pyrimidine-2-carboxamide